CC1=C(C(=C(C1[Si](C)(C)[Zr]C1C=CC2=C(C=3CCCC3C=C12)C1=C(C=CC=C1)C1=CC=CC=C1)C)C)C tetramethylcyclopentadienyl-dimethylsilyl-(4-([1,1'-biphenyl]-2-yl)-1,5,6,7-tetrahydro-s-indacen-1-yl)zirconium